OC(=O)C(F)(F)F.C12CNCC(N1C(C(C)C)=O)C2 1-(3,6-diaza-bicyclo[3.1.1]heptan-6-yl)-2-methylpropan-1-one TFA salt